COC=1C=CC=C2C1C(=O)OC(N2C)=O 6-methoxy-N-methylisatoic anhydride